C(C)(C)N1C(CNC(C1)=O)C1=CC=C(C=C1)NC(OCC1=CC=C(C=C1)Cl)=O 4-chlorobenzyl (4-(1-isopropyl-5-oxopiperazin-2-yl)phenyl)carbamate